α-epichlorohydrin C1C(O1)CCl